C(C)(C)(C)OOC1=C(C(=NN=N1)OOC(C)(C)C)OOC(C)(C)C tri(t-butylperoxy)triazine